2'-methoxy-[2,4'-bipyridine]-3-carboxylic acid COC1=NC=CC(=C1)C1=NC=CC=C1C(=O)O